NC1=NC(=NC=C1CN(C=O)C(C)CCCOCC1=CC=CC=C1)C 2-(N-((4-amino-2-methylpyrimidin-5-yl)methyl)formamido)-5-(benzyloxy)pentan